C1(CCCCC1)C(CC)(OC(=O)COC(=O)C1C2C3C4C=CC(C3C(C1)C2)C4)C4CCCCC4 8-(1,1-dicyclohexylpropoxycarbonylmethyloxycarbonyl)-tetracyclo[4.4.0.12,5.17,10]-3-dodecene